NCCNC1=NC(=C2C(=N1)N(N=C2)C)NC2=CC=C(C=C2)C2=CC(=CC=C2)OC N6-(2-aminoethyl)-N4-{3'-methoxy-[1,1'-biphenyl]-4-yl}-1-methyl-1H-pyrazolo[3,4-d]pyrimidine-4,6-diamine